N-(1-{1-[2-(1-{4-[(3R)-2,6-DIOXOPIPERIDIN-3-YL]PHENYL}PIPERIDIN-4-YL)ETHYL]PIPERIDIN-4-YL}-1H-PYRAZOL-4-YL)-1-[6-(2-HYDROXYPHENYL)PYRIDAZIN-4-YL]-4-PHENOXYPIPERIDINE-4-CARBOXAMIDE O=C1NC(CC[C@@H]1C1=CC=C(C=C1)N1CCC(CC1)CCN1CCC(CC1)N1N=CC(=C1)NC(=O)C1(CCN(CC1)C1=CN=NC(=C1)C1=C(C=CC=C1)O)OC1=CC=CC=C1)=O